(1S,5R)-5-ethynyl-3-azabicyclo[3.1.0]hexan-2-one C(#C)[C@@]12CNC([C@H]2C1)=O